P(=O)(OC=CC)(OCCC)OCCC propenyl dipropyl phosphate